Triphenylcarbenium tetrakis(perfluorophenyl)borat FC1=C(C(=C(C(=C1F)F)F)F)[B-](C1=C(C(=C(C(=C1F)F)F)F)F)(C1=C(C(=C(C(=C1F)F)F)F)F)C1=C(C(=C(C(=C1F)F)F)F)F.C1(=CC=CC=C1)[C+](C1=CC=CC=C1)C1=CC=CC=C1